C(C1=CC=CC=C1)C(=O)NC(C(=O)O)CCCCCC (benzylcarbonylamino)caprylic acid